N-(2-chloro-3-((3,5-dimethyl-4-oxo-3,4-dihydroquinazolin-6-yl)amino)-4-fluorophenyl)-4-hydroxypiperidine-1-sulfonamide ClC1=C(C=CC(=C1NC=1C(=C2C(N(C=NC2=CC1)C)=O)C)F)NS(=O)(=O)N1CCC(CC1)O